[3-(difluoromethyl)-2-(3,5-difluorophenyl)pyridin-4-yl]acetic acid FC(C=1C(=NC=CC1CC(=O)O)C1=CC(=CC(=C1)F)F)F